N-(1-(4-((7-Chloro-3-methyl-1H-indol-2-yl)methyl)piperazine-1-carbonyl)-1H-pyrazol-3-yl)methanesulfonamide ClC=1C=CC=C2C(=C(NC12)CN1CCN(CC1)C(=O)N1N=C(C=C1)NS(=O)(=O)C)C